7-(1-(Adamantan-1-ylmethyl)-5-methyl-1H-pyrazol-4-yl)-4-(6-(benzo[d]thiazol-2-ylamino)pyridazin-3-yl)-3-oxo-3,4-dihydro-2H-benzo[b][1,4]oxazine-8-carboxylic acid C12(CC3CC(CC(C1)C3)C2)CN2N=CC(=C2C)C=2C=CC3=C(OCC(N3C=3N=NC(=CC3)NC=3SC1=C(N3)C=CC=C1)=O)C2C(=O)O